cetyltrimethyltoluene ammonium [NH4+].C(CCCCCCCCCCCCCCC)C1=C(C(C)(C)C)C=CC=C1